FC1=C(C=CC=C1)NCC(O)C1=CNC(O1)=S 5-[2-(2-Fluorophenylamino)-1-hydroxyethyl]-1,3-oxazole-2(3H)-thione